FC=1C=NC(=NC1)C1=CC(=NC=C1C(F)(F)F)NC(=O)N1C2CC(CC1C2)C cis-N-(4-(5-fluoropyrimidin-2-yl)-5-(trifluoromethyl)pyridin-2-yl)-3-methyl-6-azabicyclo[3.1.1]heptane-6-carboxamide